methyl 2-[1-(3-chloro-4-fluorophenyl)-1H-pyrazol-3-yl]acetate Methyl-2-(1H-pyrazol-5-yl)acetate COC(CC1=CC=NN1)=O.ClC=1C=C(C=CC1F)N1N=C(C=C1)CC(=O)OC